4-((4-((tert-butoxycarbonyl) amino) but-2-en-1-yl) amino)-3-methoxy-5-nitrobenzoate C(C)(C)(C)OC(=O)NCC=CCNC1=C(C=C(C(=O)[O-])C=C1[N+](=O)[O-])OC